(S)-4-(2-fluorobenzyl)-N-(7-((4-hydroxy-4-methylpent-2-yn-1-yl)oxy)-5-methyl-4-oxo-2,3,4,5-tetrahydrobenzo[b][1,4]oxazepin-3-yl)-1H-pyrazole-1-carboxamide FC1=C(CC=2C=NN(C2)C(=O)N[C@@H]2C(N(C3=C(OC2)C=CC(=C3)OCC#CC(C)(C)O)C)=O)C=CC=C1